1-[3-cyclopropyl-2-[[2-methyl-4-(1-methylpyrazol-3-yl)phenoxy]methyl]phenyl]-4-methyl-tetrazol-5-one C1(CC1)C=1C(=C(C=CC1)N1N=NN(C1=O)C)COC1=C(C=C(C=C1)C1=NN(C=C1)C)C